4,6-di-tert-butyl-3-methoxypyridine C(C)(C)(C)C1=C(C=NC(=C1)C(C)(C)C)OC